C(C)C1CN(CCO1)C(CCOC1=CC=C(OC=2C=C(C=C3C=NN(C23)C)C(=O)N)C=C1)=O 7-[4-[3-(2-ethylmorpholin-4-yl)-3-oxo-propoxy]phenoxy]-1-methyl-indazole-5-carboxamide